terpyridine-4-formic acid N1=C(C=C(C=C1)C(=O)O)C1=NC=CC=C1C1=NC=CC=C1